tert-butyl 4-methoxy-2-((tetrahydro-1H-pyrrolizin-7a(5H)-yl)methoxy)-5,8-dihydropyrido[3,4-d]pyrimidine-7(6H)-carboxylate COC=1C2=C(N=C(N1)OCC13CCCN3CCC1)CN(CC2)C(=O)OC(C)(C)C